C(C)(C)N1C=[N+](C=C1)C(C)C N,N'-diisopropylimidazolium